tert-butyl (S)-3-(7-bromo-1-isopropyl-1H-imidazo[4,5-c]quinolin-2-yl)piperidine-1-carboxylate BrC=1C=CC=2C3=C(C=NC2C1)N=C(N3C(C)C)[C@@H]3CN(CCC3)C(=O)OC(C)(C)C